C(C)(C)(C)OC(=O)N[C@H](CCC(=O)OCC1=CC=CC=C1)CCOC(F)F benzyl (4R)-4-(tert-butoxycarbonylamino)-6-(difluoromethoxy)hexanoate